4-[3-[2-chloro-3-(2-fluoroethyl)-1-(p-tolylsulfonyl)pyrrolo[2,3-b]pyridin-5-yl]phenyl]morpholin-3-one ClC1=C(C=2C(=NC=C(C2)C=2C=C(C=CC2)N2C(COCC2)=O)N1S(=O)(=O)C1=CC=C(C=C1)C)CCF